tert-butyl (1R,5S)-3-(4-bromo-5-fluoro-7-(((2R,7aS)-2-fluorotetrahydro-1H-pyrrolizin-7a(5H)-yl)methoxy)-[1,3]dioxolo[4,5-f]quinazolin-9-yl)-3,8-diazabicyclo[3.2.1]octane-8-carboxylate BrC1=C2C(=C3C(=NC(=NC3=C1F)OC[C@]13CCCN3C[C@@H](C1)F)N1C[C@H]3CC[C@@H](C1)N3C(=O)OC(C)(C)C)OCO2